5-(2'-Oxospiro[Cyclopropane-1,3'-Indolin]-1'-Yl)Nicotinaldehyde O=C1N(C2=CC=CC=C2C12CC2)C=2C=NC=C(C=O)C2